ClC=1C=C2C=NC(=NC2=CC1)CO (6-Chloroquinazolin-2-yl)methanol